N-[6-(5-Chloro-2-Fluorophenyl)Pyridazin-4-yl]-7-{2-[Methyl(Oxetan-3-yl)Amino]Ethoxy}Quinolin-4-Amin ClC=1C=CC(=C(C1)C1=CC(=CN=N1)NC1=CC=NC2=CC(=CC=C12)OCCN(C1COC1)C)F